(1aR,5aR)-2-(2,4-Difluoro-phenyl)-1a,2,5,5a-tetrahydro-1H-2,3-diaza-cyclopropa[a]pentalene-4-carboxylic acid (1-pyridin-2-yl-cyclopropyl)-amide N1=C(C=CC=C1)C1(CC1)NC(=O)C=1C=2C[C@@H]3[C@H](C2N(N1)C1=C(C=C(C=C1)F)F)C3